C(C(=C)C)(=O)O.CN(C)CCC(CCCCCCC)Br dimethylaminoethyloctyl bromide methacrylate salt